NC1=C(C=C(C(=O)N[C@H](C(=O)NC(C(=O)NN(CC(=O)OCC)C(COC2=C(C(=C(C(=C2F)F)F)F)F)=O)C2=CC=CC=C2)C(C)(C)C)C=C1)Cl Ethyl N-(2-((S)-2-(4-amino-3-chlorobenzamido)-3,3-dimethylbutanamido)-2-phenylacetamido)-N-(2-(perfluorophenoxy)acetyl)glycinate